[C@H]12CN(C[C@H](CC1)N2)C2=NC(=NC1=C(C(=C(C=C21)Cl)C2=C(C=CC=C2F)O)F)OCC2=CC=C(C=C2)[N+](=O)[O-] 2-(4-((1R,5S)-3,8-diazabicyclo[3.2.1]octan-3-yl)-6-chloro-8-fluoro-2-((4-nitrobenzyl)oxy)quinazolin-7-yl)-3-fluorophenol